3-(3-((tert-butoxycarbonyl)amino)pyridin-2-yl)propanoate C(C)(C)(C)OC(=O)NC=1C(=NC=CC1)CCC(=O)[O-]